Racemic-2-[(1-acryloylpiperidin-4-yl)oxy]-N-[(3,3-difluoro-1-hydroxycyclohexyl)methyl]-5H-pyrrolo[2,3-b]pyrazine-7-carboxamide C(C=C)(=O)N1CCC(CC1)OC=1N=C2C(=NC1)NC=C2C(=O)NC[C@@]2(CC(CCC2)(F)F)O |r|